(S)-4-methyl-N-(4-methyl-1-(4-morpholinophenylamino)-1-oxopent-2-yl)benzamide CC1=CC=C(C(=O)N[C@H](C(=O)NC2=CC=C(C=C2)N2CCOCC2)CC(C)C)C=C1